ClC=1C=C(C=CC1F)NC1=NC=NC2=CC(=C(C=C12)NC(C=CCCN1CCCCC1)=O)OCCCN1CCOCC1 5-Piperidin-1-yl-pent-2-enoic acid [4-(3-chloro-4-fluoro-phenylamino)-7-(3-morpholin-4-yl-propoxy)-quinazolin-6-yl]-amide